Quinazoline-8-carbonitrile N1=CN=CC2=CC=CC(=C12)C#N